2-((S)-1-acryloyl-4-(6-((8-chloronaphthalen-1-yl)methyl)-2-(((S)-1-methylpyrrolidin-2-yl)methoxy)-6,7-dihydro-5H-pyrrolo[3,4-d]pyrimidin-4-yl)piperazin-2-yl)acetonitrile C(C=C)(=O)N1[C@H](CN(CC1)C=1C2=C(N=C(N1)OC[C@H]1N(CCC1)C)CN(C2)CC2=CC=CC1=CC=CC(=C21)Cl)CC#N